tert-Butyl 4-[3-(benzo[d]thiazol-2-yl)-6,8,8-trimethyl-2-oxo-2H-pyrano[3,2-g]quinolin-9(6H)-yl]butanoate S1C(=NC2=C1C=CC=C2)C2=CC=1C=C3C(CC(N(C3=CC1OC2=O)CCCC(=O)OC(C)(C)C)(C)C)C